N-(4-fluoro-3-methylphenyl)-5-(2-((1-methoxy-2-methylpropan-2-yl)amino)-2-oxoacetyl)-1,2,4-trimethyl-1H-pyrrole-3-carboxamide FC1=C(C=C(C=C1)NC(=O)C1=C(N(C(=C1C)C(C(=O)NC(COC)(C)C)=O)C)C)C